N(=[N+]=[N-])C=1C=CC(OC1)OCCCCN1CCN(CC1)N1CC=NC2=CC(=CC=C12)Cl 4-(4-((5-azidopyranyloxy)butyl)piperazin-1-yl)-7-chloroquinoxaline